carboxymethyl ether, sodium salt [Na+].C(=O)([O-])OC